NC=1C(=C(C=CC1)C1=CC=C2C=NC(=NC2=C1)NC1=C(C=C2CCNCC2=C1)OC)C 7-(3-amino-2-methylphenyl)-N-(6-methoxy-1,2,3,4-tetrahydroisoquinolin-7-yl)quinazolin-2-amine